C(C)(C)(C)OC(=O)N1[C@@H](CCCC1)C=1N(C(=C(N1)C1=CC=C(C=C1)C(NC=1N=NC=CC1)=O)C(N)=O)N (S)-2-(1-amino-5-carbamoyl-4-(4-(pyridazin-3-ylcarbamoyl)phenyl)-1H-imidazol-2-yl)piperidine-1-carboxylic acid tert-butyl ester